NC1=C(N=C(S1)C1CC1)C(=O)NCC1=C(C=CC=C1)C(F)(F)F 5-amino-2-cyclopropyl-N-{[2-(trifluoromethyl)phenyl]methyl}-1,3-thiazole-4-carboxamide